C(CCCCCCCCCC)S undecanethiol